NC=1C=C(C=C(C1OCC)OCC)NC(C)=O N-(3-amino-4,5-diethoxyphenyl)acetamide